ClC=1C(=CC=C2N=CC(=NC12)C=1C=NN(C1)CC1C(CNCC1)(F)F)OC=1C=CC2=C(NC(=N2)C)C1 8-Chloro-2-(1-((3,3-difluoropiperidin-4-yl)methyl)-1H-pyrazol-4-yl)-7-((2-methyl-1H-benzo[d]imidazol-6-yl)oxy)quinoxaline